7-(4-(4-(tert-butoxycarbonyl)piperazin-1-yl)phenyl)-5-chloro-4-fluorobenzofuran-2-carboxylic acid C(C)(C)(C)OC(=O)N1CCN(CC1)C1=CC=C(C=C1)C1=CC(=C(C=2C=C(OC21)C(=O)O)F)Cl